(S)-7-cyclopropyl-2-(((1-(3,5-difluoro-4-methoxybenzyl)-1H-pyrazol-4-yl)methyl)amino)-4,8-dimethyl-7,8-dihydropteridin-6(5H)-one C1(CC1)[C@H]1C(NC=2C(=NC(=NC2N1C)NCC=1C=NN(C1)CC1=CC(=C(C(=C1)F)OC)F)C)=O